thiazole-2,5-dione S1C(N=CC1=O)=O